(R)-(4-Cinnamyl-7-azabicyclo[2.2.1]heptan-1-yl)(3-fluorophenyl)methanol C(C=CC1=CC=CC=C1)C12CCC(CC1)(N2)[C@H](O)C2=CC(=CC=C2)F